(2E)-3-(1,3-BENZODIOXOL-5-YL)-N-PHENYL-N-(TETRAHYDRO-3-FURANYL)-2-PROPENAMID O1COC2=C1C=CC(=C2)/C=C/C(=O)N(C2COCC2)C2=CC=CC=C2